COCCOCCNC(=O)C=1C=C(C=CC1)C1=CN=C2N1C=C(C=C2)N(C(OC(C)(C)C)=O)C tert-butyl (3-(3-((2-(2-methoxyethoxy)ethyl)carbamoyl)phenyl)imidazo[1,2-a]pyridin-6-yl)(methyl)carbamate